methyl-1H-pyrazolo[4,3-d]pyrimidin CN1N=CC=2N=CN=CC21